5-bromo-7-methyl-2-(phenoxymethyl)quinoxaline BrC1=C2N=CC(=NC2=CC(=C1)C)COC1=CC=CC=C1